C1(=CC=CC=C1)N[C@@H](CC(C)C)[C@@H](O)CC(O)=O Phenylstatine